7-(dibenzylamino)-6-(thiazol-2-yl)pyrazolo[1,5-a]pyrimidine-3-carboxylic acid methyl ester COC(=O)C=1C=NN2C1N=CC(=C2N(CC2=CC=CC=C2)CC2=CC=CC=C2)C=2SC=CN2